N-(5-bromo-2,3-dihydro-1H-inden-1-yl)-3,5-bis(trifluoromethyl)benzamide BrC=1C=C2CCC(C2=CC1)NC(C1=CC(=CC(=C1)C(F)(F)F)C(F)(F)F)=O